5-fluoro-4-[4-methyl-5-oxo-3-(propan-2-yl)-4,5-dihydro-1H-1,2,4-triazol-1-yl]-2-{[(2S)-4-methylpent-2-yl]oxy}-N-(piperidin-4-yl)benzamide FC=1C(=CC(=C(C(=O)NC2CCNCC2)C1)O[C@@H](C)CC(C)C)N1N=C(N(C1=O)C)C(C)C